6-(Difluoromethyl)-3-(4-(8-(methylsulfonyl)-3,8-diazabicyclo[3.2.1]octan-3-yl)pyrimidin-2-yl)imidazo[1,2-a]pyrazine FC(C=1N=CC=2N(C1)C(=CN2)C2=NC=CC(=N2)N2CC1CCC(C2)N1S(=O)(=O)C)F